1-ethynyl-3-fluoro-2-(trifluoromethyl)benzene C(#C)C1=C(C(=CC=C1)F)C(F)(F)F